7-(((1r,3r)-3-aminocyclobutyl)amino)-1-isopropoxy-2,6-naphthyridine-3-carbonitrile NC1CC(C1)NC1=NC=C2C=C(N=C(C2=C1)OC(C)C)C#N